6-(4-(4-fluorophenoxy)-1H-pyrrolo[2,3-b]pyridin-3-yl)pyrimidin-4-amine hydrochloride Cl.FC1=CC=C(OC2=C3C(=NC=C2)NC=C3C3=CC(=NC=N3)N)C=C1